2-(4-cyclopropyl-3,5-dimethoxyphenyl)ethane-1-ol C1(CC1)C1=C(C=C(C=C1OC)CCO)OC